amino(((1r,4r)-4-carboxycyclohexyl)amino)methylimino chloride NC(NC1CCC(CC1)C(=O)O)N(Cl)Cl